NC=1C(=C(C=CC1)C1=C(C(=CC=C1)C=1C=C(C2=C(N=C(O2)CN2CC(C2)F)C1)C#N)C)Cl 5-(3'-Amino-2'-chloro-2-methyl-[1,1'-biphenyl]-3-yl)-2-((3-fluoroazetidin-1-yl)methyl)benzo[d]oxazole-7-carbonitrile